ClC1=CC2=C(N(C(N=C2N2[C@H](CN(CC2)C(=O)OC(C)(C)C)C)=O)C=2C(=NC=CC2C)C(C)C)N=C1C1=C(C=CC(=C1)OC)F (S)-tert-butyl 4-(6-chloro-7-(2-fluoro-5-methoxyphenyl)-1-(2-isopropyl-4-methylpyridin-3-yl)-2-oxo-1,2-dihydropyrido[2,3-d]pyrimidin-4-yl)-3-methylpiperazine-1-carboxylate